CN(C1CCC(CC1)NC(=O)C1=NNC2=CC=C(C=C12)C1=NC=CC(=C1)NC(C=C)=O)C N-[4-(dimethylamino)cyclohexyl]-5-[4-(prop-2-enamido)pyridin-2-yl]-1H-indazole-3-carboxamide